FC(OC1=C(C=C(C=C1)OC=1C=NN(C1)C1CCN(CC1)C)C1=NN(C=C1NC(=O)C=1C=NN2C1N=CC=C2)C)F N-[3-[2-(difluoromethoxy)-5-[1-(1-methyl-4-piperidyl)pyrazol-4-yl]oxy-phenyl]-1-methyl-pyrazol-4-yl]pyrazolo[1,5-a]pyrimidine-3-carboxamide